Ethyl (((7-bromo-6-chloro-1,3-dihydroisobenzofuran-5-yl)amino)(ethylthio)methylene)carbamate BrC=1C(=C(C=C2COCC12)NC(SCC)=NC(OCC)=O)Cl